5-(3,4-difluorophenoxy)-1-(4-((4-fluorophenyl)sulfonyl)piperazin-1-yl)-2,2-dimethylpentan-1-one FC=1C=C(OCCCC(C(=O)N2CCN(CC2)S(=O)(=O)C2=CC=C(C=C2)F)(C)C)C=CC1F